6-(5-cyclopropylpyrazol-1-yl)-2-azaspiro[3.3]heptane C1(CC1)C1=CC=NN1C1CC2(CNC2)C1